C(=O)=[N] carbonyl-nitrogen